5-bromo-1-(cyclopropylmethyl)-4-((5-iodo-1H-pyrazol-1-yl)methyl)-3-methyl-1H-pyrazole BrC1=C(C(=NN1CC1CC1)C)CN1N=CC=C1I